(R/S)-4-iodo-1-(oxacyclohex-2-yl)-1H-pyrazole-3-carbaldehyde IC=1C(=NN(C1)[C@@H]1OCCCC1)C=O |r|